FC1=CC(=CC2=CN(N=C12)COCC[Si](C)(C)C)N1CCN(CC1)C(=O)OC(C)(C)C tert-butyl 4-[7-fluoro-2-(2-trimethylsilylethoxymethyl) indazol-5-yl]piperazine-1-carboxylate